3-(4-phenoxyphenyl)-1-(2-oxaspiro[3.5]nonan-7-yl)imidazo[1,5-c]pyrimidin-5-amine O(C1=CC=CC=C1)C1=CC=C(C=C1)C1=NC(=C2N1C(=NC=C2)N)C2CCC1(COC1)CC2